O=C(CC#C)CCC(CCC(CCC(CCC(CC#C)=O)=O)=O)=O 4,7,10,13,16-pentaoxononadeca-1,18-diyne